trifluoroethyl propargyl carbonate C(OCC(F)(F)F)(OCC#C)=O